ClC1=CC(=C(C=C1)N(C(=O)C1=NC(=CN=C1)C1=CC=C(C=C1)OC(F)(F)F)C([2H])([2H])[2H])OC N-(4-chloro-2-methoxyphenyl)-N-(methyl-d3)-6-(4-(trifluoromethoxy)phenyl)pyrazine-2-carboxamide